acetic acid ethylenediammonium salt C(C[NH3+])[NH3+].C(C)(=O)[O-].C(C)(=O)[O-]